3-[(2R)-1-[(4-chlorophenyl)methyl]-5-oxopyrrolidin-2-yl]-3-oxo-2-(1λ4-thiolan-1-ylidene)propanenitrile ClC1=CC=C(C=C1)CN1[C@H](CCC1=O)C(C(C#N)=S1CCCC1)=O